ClC1=C2CCN([C@@H](C2=C(C=C1)OCC1=NOC(=N1)C)CN1C(CCC1)=O)C(=O)[C@H]1[C@H](CCCC1)C (1S,2R)-2-((S)-5-Chloro-8-((5-methyl-1,2,4-oxadiazol-3-yl)methoxy)-1-((2-oxopyrrolidin-1-yl)methyl)-1,2,3,4-tetrahydroisochinolin-2-carbonyl)-1-methylcyclohexan